C(C1=CC=CC=C1)OC(CCO)C1(CN(C1)C(=O)OC(C)(C)C)C=O tert-butyl 3-(1-benzyloxy-3-hydroxy-propyl)-3-formyl-azetidine-1-carboxylate